CC=1C(=C(C=CC1C(=O)O)C1=CC=C(C=C1)C(=O)O)C dimethyl-biphenyl-4,4'-dicarboxylic acid